(R)-4-{3-[(S)-(1,3-Dimethyl-azetidin-3-yl)-hydroxy-(4-isopropyl-phenyl)-methyl]-phenyl}-2-(1-methyl-1H-pyrazol-3-yl)-but-3-yn-2-ol CN1CC(C1)(C)[C@@](C=1C=C(C=CC1)C#C[C@@](C)(O)C1=NN(C=C1)C)(C1=CC=C(C=C1)C(C)C)O